(3S)-4-amino-3-methyl-N-((1S)-spiro[2.5]octan-1-yl)-N-((5-(trifluoromethyl)-2-pyridinyl)methyl)-1,3-dihydrofuro[3,4-c]quinoline-8-carboxamide NC1=NC=2C=CC(=CC2C2=C1[C@@H](OC2)C)C(=O)N(CC2=NC=C(C=C2)C(F)(F)F)[C@H]2CC21CCCCC1